(1-(4-fluoro-3-methylphenyl)-5-hydroxy-2-isopropyl-1H-indol-3-yl)-2-methoxy-2-methylpropionic acid FC1=C(C=C(C=C1)N1C(=C(C2=CC(=CC=C12)O)CC(C(=O)O)(C)OC)C(C)C)C